{[1-(6-chloropyridin-3-yl)ethyl](methyl)oxido-λ4-sulphanylidene}cyanamide ClC1=CC=C(C=N1)C(C)CS([O-])=NC#N